tert-butyl (2S,4R)-4-hydroxy-2-((2,2,2-trifluoro-1-(4-(4-methylthiazol-5-yl)phenyl)ethyl)carbamoyl)pyrrolidine-1-carboxylate O[C@@H]1C[C@H](N(C1)C(=O)OC(C)(C)C)C(NC(C(F)(F)F)C1=CC=C(C=C1)C1=C(N=CS1)C)=O